C(OCCl)(OC[C@H]1O[C@@H]([C@@H]([C@H]([C@@H]1O[Si](C)(C)C)O[Si](C)(C)C)O[Si](C)(C)C)O[Si](C)(C)C)=O chloromethyl (((2R,3R,4S,5R,6R)-3,4,5,6-tetrakis((trimethylsilyl)oxy)tetrahydro-2H-pyran-2-yl)methyl) carbonate